OC1=C(C(=CC(=C1S(=O)(=O)N(C)C)CCCCC)O)[C@@H]1[C@@H](CCC(=C1)C)C(=C)C (1'S,2'R)-2,6-dihydroxy-N,N,5'-trimethyl-4-pentyl-2'-(prop-1-en-2-yl)-1',2',3',4'-tetrahydro-[1,1'-biphenyl]-3-sulfonamide